C(#N)CC1(CCC1)C1=C(C2=C(C=C3C=NNC3=C2)N1C1=CC(=C(C=C1)F)C)C1=CC=C(C(=O)O)C=C1 4-[6-[1-(cyanomethyl)cyclobutyl]-5-(4-fluoro-3-methyl-phenyl)-1H-pyrrolo[2,3-f]indazol-7-yl]benzoic Acid